COC1=CC=C(C=C1)C1=C(C(=NN1C1=CC=C(C=C1)Cl)C(F)(F)F)C#N 5-(4-methoxyphenyl)-1-(4-chlorophenyl)-3-trifluoromethyl-1H-pyrazole-4-carbonitrile